N-(5-Chloro-6-(2H-1,2,3-triazol-2-yl)pyridin-3-yl)-1-(1-(tetrahydrofuran-2-yl)-isochinolin-4-yl)-5-(trifluoromethyl)-1H-pyrazol-4-carboxamid ClC=1C=C(C=NC1N1N=CC=N1)NC(=O)C=1C=NN(C1C(F)(F)F)C1=CN=C(C2=CC=CC=C12)C1OCCC1